O(C(C(F)F)(F)F)C(C(F)F)(F)F 1,1'-oxybis(1,1,2,2-tetrafluoroethane)